Bis((S)-4-phenyl-4,5-dihydrooxazol-2-yl)methane C1(=CC=CC=C1)[C@@H]1N=C(OC1)CC=1OC[C@@H](N1)C1=CC=CC=C1